2-(1-(4-amino-3-(4-isobutylphenyl)-1H-pyrazolo[3,4-d]pyrimidin-1-yl)ethyl)-5-fluoro-3-(3-fluorophenyl)-4H-chromen-4-one NC1=C2C(=NC=N1)N(N=C2C2=CC=C(C=C2)CC(C)C)C(C)C=2OC1=CC=CC(=C1C(C2C2=CC(=CC=C2)F)=O)F